1-((2R,4S)-2-(hydroxymethyl)-4-((4-(4-(trifluoromethyl)phenyl)phthalazin-1-yl)amino)pyrrolidin-1-yl)prop-2-en-1-one OC[C@@H]1N(C[C@H](C1)NC1=NN=C(C2=CC=CC=C12)C1=CC=C(C=C1)C(F)(F)F)C(C=C)=O